NC1=CC=C(C=C1)C#CCNC(OC(C)(C)C)=O tert-butyl (3-(4-aminophenyl)prop-2-yn-1-yl)carbamate